N-(2-(2,6-dioxopiperidin-3-yl)-1-oxo-7-(trifluoromethyl)isoindolin-4-yl)acetamide O=C1NC(CCC1N1C(C2=C(C=CC(=C2C1)NC(C)=O)C(F)(F)F)=O)=O